Benzyl (4S)-4-{[(tert-butoxy)carbonyl]amino}-2,2,6-trimethyl-3-oxoheptanoate C(C)(C)(C)OC(=O)N[C@H](C(C(C(=O)OCC1=CC=CC=C1)(C)C)=O)CC(C)C